[Ca+2].S(=O)(=O)(OCCCCCCCCCC)[O-].[Na+].C(CCCCCCCCC)OS(=O)(=O)[O-].C(CCCCCCCCC)OS(=O)(=O)[O-] sodium decyl sulfate, calcium salt